propane-diol C(CC)(O)O